O=C1NC(CCC1C1=NN(C2=C(C=CC=C12)OCC(=O)NC1=CN=C(S1)C)C)=O 2-((3-(2,6-dioxopiperidin-3-yl)-1-methyl-1H-indazol-7-yl)oxy)-N-(2-methyl-thiazol-5-yl)acetamide